FC(F)(F)OC(C=C)=O.[Na] sodium trifluoromethylacrylate